N1C(CC2=CC=CC=C12)=O 2-Oxindole